(2R,3R,4S,5R)-2-(4-amino[4-14C]Pyrrolo[2,1-f][1,2,4]Triazin-7-yl)-3,4-dihydroxy-5-(hydroxymethyl)tetrahydrofuran-2-carbonitrile N[14C]1=NC=NN2C1=CC=C2[C@@]2(O[C@@H]([C@H]([C@H]2O)O)CO)C#N